C(N)(=O)C1=NC=CC(=C1)NC(=O)C=1N(N=C2C(=CC=C(C12)Cl)C)CC1CC(CC1)(F)F N-(2-carbamoylpyridin-4-yl)-4-chloro-2-((3,3-difluorocyclopentyl)methyl)-7-methyl-2H-indazole-3-carboxamide